t-butyl (8S)-8-carbamoyl-1-methyl-2,4-dioxo-1,3,7-triazaspiro[4.4]nonane-7-carboxylate C(N)(=O)[C@H]1N(CC2(C(NC(N2C)=O)=O)C1)C(=O)OC(C)(C)C